6-((trimethylsilyl)ethynyl)-pyrazolo[1,5-a]Pyridine-3-carbonitrile C[Si](C)(C)C#CC=1C=CC=2N(C1)N=CC2C#N